(E)-5-bromo-2-styryl-1H-benzimidazole BrC1=CC2=C(NC(=N2)\C=C\C2=CC=CC=C2)C=C1